CC1(C2=CC3=[N+](CCCC3=CC2=CC4=C1C=C(C=C4)N(C)C)CCCC(=O)O)C The molecule is the cationic form of a fluorescent dye derived from a tetrahydronaphtho[2,3-g]quinoline. It has a role as a fluorochrome. It is an organic heterotetracyclic compound and an organic cation.